N1(N=CN=C1)CC(C)O 1-(1,2,4-triazol-1-yl)propan-2-ol